3-morpholinopropaneamide O1CCN(CC1)CCC(=O)N